(R)-5-(amino(cyclopentyl)methyl)thiophene-3-carboxamidine hydrochloride Cl.N[C@@H](C1=CC(=CS1)C(=N)N)C1CCCC1